P(=O)(OCCCC)(OC(C)CCC)OC(C)CCC butyl di-(2-pentyl) phosphate